C(C)(C)C1=C(C=C(C=C1)C)N1/C(/SCC1=O)=N/C(=O)N(C1=CC=C(C=C1)C=1C(=C(N(N1)C)NC(C1=CC=C(C=C1)OC(F)(F)F)=O)C)C N-[5-[4-[[(Z)-[3-(2-isopropyl-5-methyl-phenyl)-4-oxo-thiazolidin-2-ylidene]carbamoyl]-methyl-amino]phenyl]-2,4-dimethyl-pyrazol-3-yl]-4-(trifluoromethoxy)benzamide